NC1=C(C=C(C=C1CC)C(C)(C)C1=CC(=C(C(=C1)CC)N)CC)CC 2,2-bis(4-amino-3,5-diethylphenyl)propane